FC(C=1C=C(C=CC1)[C@@]1(C2=C(NC=3N=CC(=C(C13)C#N)F)CC(CC2=O)(C)C)C)F (S)-5-(3-(difluoromethyl)phenyl)-3-fluoro-5,8,8-trimethyl-6-oxo-5,6,7,8,9,10-hexahydrobenzo[b][1,8]naphthyridine-4-carbonitrile